(2S)-3-[(3S)-4-(2-chloro-5-cyano-3-{[8-cyano-4-(cyclopropylamino)pyrazolo[1,5-a][1,3,5]triazin-2-yl]amino}phenyl)-3-methylpiperazin-1-yl]-2-hydroxypropanamide ClC1=C(C=C(C=C1NC1=NC=2N(C(=N1)NC1CC1)N=CC2C#N)C#N)N2[C@H](CN(CC2)C[C@@H](C(=O)N)O)C